(2S)-5-(6-chloropyridin-3-yl)-3,4-dihydro-2H-pyrrole-2-carboxylic acid ethyl ester C(C)OC(=O)[C@H]1N=C(CC1)C=1C=NC(=CC1)Cl